3-acetyl-1-(2-((2-((2'-chloro-2-fluoro-[1,1'-biphenyl]-3-yl)amino)-2-oxoethyl)(isopropyl)amino)-2-oxoethyl)-1H-indazole-5-carboxylic acid C(C)(=O)C1=NN(C2=CC=C(C=C12)C(=O)O)CC(=O)N(C(C)C)CC(=O)NC=1C(=C(C=CC1)C1=C(C=CC=C1)Cl)F